N1(CCN(CC1)CCS(=O)(=O)O)CCS(=O)(=O)O 1,4-Piperazinediethanesulfonic acid